(R)-2-Methyl-3-(oxiran-2-yl)pyridine CC1=NC=CC=C1[C@H]1OC1